1-((4-((2,4-dioxo-3-phenethyl-3,4-dihydroquinazolin-1(2H)-yl)methyl)benzamido)oxy)-3-methyl-1-oxobutan-2-aminium trifluoroacetate FC(C(=O)[O-])(F)F.O=C1N(C2=CC=CC=C2C(N1CCC1=CC=CC=C1)=O)CC1=CC=C(C(=O)NOC(C(C(C)C)[NH3+])=O)C=C1